ClC1=C(C=CC=C1C(F)(F)F)CN1C(=NOC1=O)CC1CCC(CC1)(F)F 4-{[2-chloro-3-(trifluoromethyl)phenyl]methyl}-3-[(4,4-difluorocyclohexyl)methyl]-4,5-dihydro-1,2,4-oxadiazol-5-one